amino-4-bromo-N-(3-fluorophenyl)-4''-sulfamoyl-[1,1':3',1''-terphenyl]-5'-carboxamide NC1=C(C=CC(=C1)Br)C1=CC(=CC(=C1)C(=O)NC1=CC(=CC=C1)F)C1=CC=C(C=C1)S(N)(=O)=O